(R)-4-(2-(imidazo[1,2-a]pyridin-3-yl)morpholino)-6-isopropylpyrimidin-2-amine N=1C=C(N2C1C=CC=C2)[C@@H]2OCCN(C2)C2=NC(=NC(=C2)C(C)C)N